C1C2C[C@@H]3C[C@@H](CC[C@]13C1=CC=C3N=C4C(C5=C(C(C4=NC3=C1)=O)N=CC=C5)=O)C2 9-((3aS,5S,7aS)-Octahydro-7aH-2,5-methanoinden-7a-yl)pyrido[2,3-b]phenazin-5,12-dion